tert-butyl (4S)-4-[3-[[6-[(6-bromo-2-chloro-pyridine-3-carbonyl)sulfamoyl]-2-pyridyl]amino]-3-(2-pyridyl)propyl]-2,2-dimethyl-pyrrolidine-1-carboxylate BrC1=CC=C(C(=N1)Cl)C(=O)NS(=O)(=O)C1=CC=CC(=N1)NC(CC[C@H]1CC(N(C1)C(=O)OC(C)(C)C)(C)C)C1=NC=CC=C1